COC=1C=C(C=CC1NC1=NC=C(C(=N1)NC1=C(C=CC=C1C(NC)=O)C)C(F)(F)F)N1CCN(CC1)C1C2CC3(CC(CC1C3)C2)C(=O)O (cis)-4-(4-(3-methoxy-4-((4-((2-methyl-6-(methylcarbamoyl)phenyl)amino)-5-(trifluoromethyl)pyrimidin-2-yl)amino)phenyl)piperazin-1-yl)adamantan-1-carboxylic acid